3-{5'-chloro-3'-fluoro-2'-[(5-methylpyridine-3-sulfonyl)amino][1,1'-biphenyl]-4-yl}propanoic acid ClC=1C=C(C(=C(C1)C1=CC=C(C=C1)CCC(=O)O)NS(=O)(=O)C=1C=NC=C(C1)C)F